N-(3-(((3S,4S)-4-methoxytetrahydrofuran-3-yl)oxy)-1-methyl-1H-pyrazol-4-yl)carboxamide CO[C@@H]1[C@H](COC1)OC1=NN(C=C1NC=O)C